C1(CCCCC1)C1=CC=C(C=C1)C=1OC2=C(C=C(C=C2C(C1)=O)C(=O)O)F 2-(4-cyclohexylphenyl)-8-fluoro-4-oxo-4H-chromene-6-carboxylic acid